5-[(1R)-1-(3,5-dichloro-4-pyridyl)ethoxy]-4-fluoro-3-iodo-1-tetrahydropyran-2-yl-indazole ClC=1C=NC=C(C1[C@@H](C)OC=1C(=C2C(=NN(C2=CC1)C1OCCCC1)I)F)Cl